4-[4-(1-Benzofuran-4-yl)piperidin-1-yl]-1-methyl-2-oxo-1,2-dihydroquinoline-3-carbonitrile O1C=CC2=C1C=CC=C2C2CCN(CC2)C2=C(C(N(C1=CC=CC=C21)C)=O)C#N